5-[[(tert-butyldimethylsilyl)oxy]methyl]-3-(trimethylstannyl)isoquinoline [Si](C)(C)(C(C)(C)C)OCC1=C2C=C(N=CC2=CC=C1)[Sn](C)(C)C